4-chloro-3-fluoro-5-(4,4,5,5-tetramethyl-1,3,2-dioxaborolan-2-yl)aniline ClC1=C(C=C(N)C=C1B1OC(C(O1)(C)C)(C)C)F